[I-].C[N+]1=C(OC=C1C)C=CNC1=CC=CC=C1 3,4-Dimethyl-2-[2-(phenylamino)vinyl]oxazolium iodide